C(C)(C)(C)N(C(O)=O)[C@@H](CC1=NC=CC=C1)C1=C(C=CC(=C1)Br)C1=NOC2=C1C=CC=C2.C2(=CC=CC=C2)P(CCCP(C2=CC=CC=C2)C2=CC=CC=C2)C2=CC=CC=C2 1,3-bis(diphenyl-phosphino)propane tert-Butyl-(S)-{1-[2-(benzo[d]isoxazol-3-yl)-5-bromophenyl]-2-(pyridin-2-yl)ethyl}carbamate